COC1=CC=C(C=C1)C=CCC1=CC=CC=C1 1-methoxy-4-(3-phenylprop-1-en-1-yl)benzene